tert-butyl 4-(6-(5-ethyl-4H-1,2,4-triazol-3-yl)pyridin-3-yl)piperazine-1-carboxylate C(C)C=1NC(=NN1)C1=CC=C(C=N1)N1CCN(CC1)C(=O)OC(C)(C)C